ethyl 5-amino-1-(p-tolyl)-1H-imidazole-4-carboxylate NC1=C(N=CN1C1=CC=C(C=C1)C)C(=O)OCC